methyl 4-(4-(4-(methylthio)-2,6-dioxo-3-(3,4,5-trifluorobenzyl)-3,6-dihydro-1,3,5-triazin-1(2H)-yl)isoquinolin-5-yl)benzoate CSC=1N(C(N(C(N1)=O)C1=CN=CC2=CC=CC(=C12)C1=CC=C(C(=O)OC)C=C1)=O)CC1=CC(=C(C(=C1)F)F)F